[2-(2-azaspiro[3.3]heptan-6-ylmethyl)-5-(trifluoromethyl)phenyl]-imino-methyl-oxo-λ6-sulfane C1NCC12CC(C2)CC2=C(C=C(C=C2)C(F)(F)F)S(=O)(C)=N